9-(cyclohex-1-en-1-yl)-1-(4-methoxyphenyl)-8-(6-nitropyridin-3-yl)-2-(pyridin-2-ylamino)-1,9-dihydro-6H-purin-6-one C1(=CCCCC1)N1C=2N=C(N(C(C2N=C1C=1C=NC(=CC1)[N+](=O)[O-])=O)C1=CC=C(C=C1)OC)NC1=NC=CC=C1